N-(4-(4-Chlorophenyl)thiazol-2-yl)-4-fluoro-2-(4-(trifluoromethyl)benzamido)benzamide ClC1=CC=C(C=C1)C=1N=C(SC1)NC(C1=C(C=C(C=C1)F)NC(C1=CC=C(C=C1)C(F)(F)F)=O)=O